NCC1=NC=CC(=C1F)C1=CC(=CC=2C=COC21)COC2=C(C=CC=C2)C(C(=O)O)CC 2-(2-((7-(2-(aminomethyl)-3-fluoropyridin-4-yl)benzofuran-5-yl)methoxy)phenyl)butanoic acid